C(C1=CC=CC=C1)OC(=O)N[C@@H](C(=O)OCC(C)C)CNC(C1=CC(=CC(=C1)F)C1=C(C=NN1CC)Cl)=O (R)-isobutyl 2-(((benzyloxy)carbonyl)amino)-3-(3-(4-chloro-1-ethyl-1H-pyrazol-5-yl)-5-fluorobenzamido)propanoate